N-((3R,4S)-4-((7-(2,6-dichloro-3,5-dimethoxyphenyl)-5-(3-(dimethylamino)azetidin-1-yl)-2,6-naphthyridin-3-yl)amino)tetrahydrofuran-3-yl)acrylamide ClC1=C(C(=C(C=C1OC)OC)Cl)C1=NC(=C2C=C(N=CC2=C1)N[C@H]1[C@H](COC1)NC(C=C)=O)N1CC(C1)N(C)C